β-cis-methylstyrene C\C=C/C1=CC=CC=C1